((2R,3S,5R)-5-(4-amino-2-oxopyrimidin-1(2H)-yl)-3-(((benzyloxy)(hydroxy)-phosphoryl)oxy)tetrahydrofuran-2-yl)methyl benzyl hydrogen phosphate P(=O)(OC[C@H]1O[C@H](C[C@@H]1OP(=O)(O)OCC1=CC=CC=C1)N1C(N=C(C=C1)N)=O)(OCC1=CC=CC=C1)O